ClC=1C(=NC=CC1)CNC(=O)C=1C(=NC=C(C1)OC[C@H](C)NS(=O)(=O)C(F)(F)F)C N-[(3-chloro-2-pyridyl)methyl]-2-methyl-5-[(2S)-2-(trifluoromethylsulfonylamino)propoxy]pyridine-3-carboxamide